(3E)-3-[2-(dimethylamino)ethylidene]-1-[4-({2-fluoro-4-[(1-methyl-1,3-benzodiazol-5-yl)oxy]phenyl}amino)pyrido[3,2-d]pyrimidin-6-yl]pyrrolidin-2-one CN(C\C=C/1\C(N(CC1)C=1C=CC=2N=CN=C(C2N1)NC1=C(C=C(C=C1)OC1=CC2=C(N(C=N2)C)C=C1)F)=O)C